FC=1C(=CC(=C(C(=O)NC=2C(=NNC2C(F)(F)F)C)C1)O[C@H](C(F)(F)F)C)C1=NC(=C(N=C1)C)CO (S)-5-Fluoro-4-(6-(hydroxymethyl)-5-methylpyrazin-2-yl)-N-(3-methyl-5-(trifluoromethyl)-1H-pyrazol-4-yl)-2-((1,1,1-trifluoropropan-2-yl)oxy)benzamide